sulfamide S(=O)(=O)(N)N